ClC=1C(=C(C(=CC1N1CC(CC1)(O)CN1CC(CC1)(C)C)F)S(=O)(=O)NC1=NC(=CC=C1)F)F 3-chloro-4-[3-[(3,3-dimethylpyrrolidin-1-yl)methyl]-3-hydroxy-pyrrolidin-1-yl]-2,6-difluoro-N-(6-fluoro-2-pyridyl)benzenesulfonamide